Propylchlorosilane C(CC)[SiH2]Cl